(2S)-5-[(Z)-N',N'-dimethyl-N''-[(2,2,4,6,7-pentamethyl-2,3-dihydro-1-benzofuran-5-yl)sulfonyl]carbamimidamido]-2-({[(9H-fluoren-9-yl)methoxy]carbonyl}(methyl)amino)pentanoic acid CN(\C(\NCCC[C@@H](C(=O)O)N(C)C(=O)OCC1C2=CC=CC=C2C=2C=CC=CC12)=N/S(=O)(=O)C=1C(=C(C2=C(CC(O2)(C)C)C1C)C)C)C